ClC=1C=C(C=C2C(CC(OC12)C1=C(OCCC(=O)O)C=C(C=C1)C(F)(F)F)=O)F 3-[2-(8-chloro-6-fluoro-4-oxo-chroman-2-yl)-5-(trifluoromethyl)phenoxy]propionic acid